OC1CCS(CC1)(=O)=O 4-hydroxy-1,1-dioxo-thian